(R)-1-(1-(4-(Benzo[d]thiazol-7-yl)phenyl)ethyl)-3-(2-ethynylthiazol-4-yl)urea S1C=NC2=C1C(=CC=C2)C2=CC=C(C=C2)[C@@H](C)NC(=O)NC=2N=C(SC2)C#C